ClC1=C(C(=O)NC2=C(C=C(C=C2)C(=O)N2CCC(C(C3=C2C=CC(=C3)Cl)(O)O)(F)F)F)C=C(C(=C1)F)F 2-chloro-N-[4-(7-chloro-4,4-difluoro-5,5-dihydroxy-2,3,4,5-tetrahydro-1H-1-benzazepine-1-carbonyl)-2-fluorophenyl]-4,5-difluorobenzamide